NC=1C=C(C(=O)NNC(=O)C2CN(C2)C(=O)OC)C=C(C1C)F methyl 3-(2-(3-amino-5-fluoro-4-methylbenzoyl)hydrazine-1-carbonyl)azetidine-1-carboxylate